NC1=C(C(=NN1C(C)(C)C)C1=CC(=C(C=C1)Cl)F)/C=C/C(=O)OCC ethyl (E)-3-(5-amino-1-(tert-butyl)-3-(4-chloro-3-fluorophenyl)-1H-pyrazol-4-yl)acrylate